methyl (E)-4-(2-phenylpyrrolidin-1-yl)but-2-enoate C1(=CC=CC=C1)C1N(CCC1)C/C=C/C(=O)OC